FC(C(=O)O)(C(C(F)(F)F)(F)F)F 2,2,3,3,4,4,4-heptafluorobutyric acid